2-methyl-N-(1-(2-(1-methyl-1H-pyrazol-4-yl)-6-(thiophen-2-yl)pyridin-4-yl)ethyl)-5-(piperazin-1-yl)benzamide CC1=C(C(=O)NC(C)C2=CC(=NC(=C2)C=2SC=CC2)C=2C=NN(C2)C)C=C(C=C1)N1CCNCC1